NC1=NC=CC=C1C1=NC=2C(=NC(=CC2)C2=CC=CC=C2)N1C1=CC=C(CNC(C2=CC(=C(C=C2)O)OC)=O)C=C1 N-(4-(2-(2-aminopyridin-3-yl)-5-phenyl-3H-imidazo[4,5-b]pyridin-3-yl)benzyl)-4-hydroxy-3-methoxybenzamide